FC(C1=NC=CC=C1CN)F (2-(difluoromethyl)pyridin-3-yl)methylamine